COC1=C(CNC2=C3C(=NC=N2)N(N=C3I)C3CCC2(OCCO2)CC3)C=CC(=C1)OC N-(2,4-dimethoxybenzyl)-3-iodo-1-(1,4-dioxaspiro[4.5]decan-8-yl)-1H-pyrazolo[3,4-d]pyrimidin-4-amine